FC=1C=C(C=CC1)OC1=C(C(=O)O)C=CC=C1 2-(3-fluorophenyloxy)benzoic acid